NC1=C(C(=O)O)C=C(C=C1C(F)(F)F)Br 2-Amino-5-bromo-3-(trifluoromethyl)benzoic acid